C(C)(=O)C1=CC=C(C=C1)C=1C=2N(C=C(C1)C=1C=C(C#N)C=CC1)C=C(N2)C2=CC=C(C=C2)NCCN2CCN(CC2)C 3-(8-(4-acetylphenyl)-2-(4-((2-(4-methylpiperazin-1-yl)ethyl)amino)phenyl)imidazo[1,2-a]pyridin-6-yl)benzonitrile